C(#N)C1=C(C=C(C=N1)NC(C(CCCC(=O)O)(C)O)=O)SC.C1(CC1)C1=NC(=NC(=C1)C(F)(F)F)NN 4-cyclopropyl-2-hydrazineyl-6-(trifluoromethyl)pyrimidine (6R)-6-((6-cyano-5-(methylthio)pyridin-3-yl)amino)-5-hydroxy-5-methyl-6-oxohexanoate